N-[(1S)-1-[2-oxo-2-(tritylamino)ethyl]prop-2-ynyl]carbamic acid tert-butyl ester C(C)(C)(C)OC(N[C@H](C#C)CC(NC(C1=CC=CC=C1)(C1=CC=CC=C1)C1=CC=CC=C1)=O)=O